CCCCC/C=C/C=C/C1=C(C(=O)C2=C(O1)C(N(C2=O)C)CO)O The molecule is a member of the class of pyranopyrroles with formula C18H23NO5, originally isolated from Aspergillus niger. It has a role as an Aspergillus metabolite and a marine metabolite. It is a gamma-lactam, an enol, a pyranopyrrole, a primary alcohol and a cyclic ketone.